palladium tris(dibenzylideneacetone) dipalladium [Pd].[Pd].C(C1=CC=CC=C1)=CC(=O)C=CC1=CC=CC=C1.C(C1=CC=CC=C1)=CC(=O)C=CC1=CC=CC=C1.C(C1=CC=CC=C1)=CC(=O)C=CC1=CC=CC=C1.[Pd]